C(#N)C=1C=C2C(=NN(C2=CC1)CC(C(=O)OCC(F)(F)F)(C)C)C1=CC=CC=C1 2,2,2-Trifluoroethyl 3-(5-cyano-3-phenyl-1H-indazol-1-yl)-2,2-dimethylpropanoate